FC(COC=1C=CC2=NN(C(C(=C2N1)C=1C=C2C=CNC2=CC1)=O)C1=CC2=CN(N=C2C=C1)C)F 6-(2,2-difluoroethoxy)-4-(1H-indol-5-yl)-2-(2-methyl-2H-indazol-5-yl)pyrido[3,2-c]pyridazin-3(2H)-one